NC1CCN(CC1)C1=C(C(=NC=C1C1=CC(=CC(=C1)C)F)N)C1=NC2=C(N1)C=CC(=C2)S(=O)(=O)C 4-(4-aminopiperidin-1-yl)-5-(3-fluoro-5-methylphenyl)-3-(5-methanesulfonyl-1H-1,3-benzodiazol-2-yl)pyridin-2-amine